C(C1=CC=CC=C1)S(=O)(=O)O.C(C1=CC=CC=C1)S(=O)(=O)O.C1N(CC12CCNCC2)C2=NC=NC=C2OC2=C(C(=O)N(C(C)C)CC)C=C(C=C2)F 2-((4-(2,7-diazaspiro[3.5]non-2-yl)pyrimidin-5-yl)oxy)-N-ethyl-5-fluoro-N-isopropylbenzamide bis-toluenesulfonate